ClC=1C=C(C=NC1)C=1C(C(=C(N(C1C)CC)C1=CC(=C(C=C1)Cl)Cl)C(=O)O)=O 5-(5-chloro-3-pyridyl)-2-(3,4-dichlorophenyl)-1-ethyl-6-methyl-4-oxo-pyridine-3-carboxylic acid